FC(OC1=C(C=CC(=C1)N1CCC(CC1)N1CCN(CC1)CC)NC1=NC=C(C(=N1)NC=1C=CC=C2CNC(C12)=O)C(F)(F)F)F 7-((2-((2-(difluoromethoxy)-4-(4-(4-ethylpiperazin-1-yl)piperidin-1-yl)phenyl)amino)-5-(trifluoromethyl)pyrimidin-4-yl)amino)isoindolin-1-one